manganese(II) ethanesulfonate C(C)S(=O)(=O)[O-].[Mn+2].C(C)S(=O)(=O)[O-]